1-phenyl-2-decanoylamino-3-morpholino-1-propanol C1(=CC=CC=C1)C(C(CN1CCOCC1)NC(CCCCCCCCC)=O)O